NCC=1C=C(CNC(C)=N)C=CC1 N-[3-(Aminomethyl)benzyl]acetamidine